Methyl 3-(3-(3-(2-methoxyethoxy)-4-((2-methoxyethoxy)methyl)phenoxy) azetidin-1-yl)-2-(1H-pyrrol-1-yl)benzoate COCCOC=1C=C(OC2CN(C2)C=2C(=C(C(=O)OC)C=CC2)N2C=CC=C2)C=CC1COCCOC